N-(1-{3-[(2-azetidin-1-yl-2-oxoethyl)oxy]phenyl}ethyl)-6-(1,3-benzothiazol-6-yl)-2-methylpyrimidin-4-amine N1(CCC1)C(COC=1C=C(C=CC1)C(C)NC1=NC(=NC(=C1)C1=CC2=C(N=CS2)C=C1)C)=O